1-(((1R,2R,5R)-6,6-dimethylbicyclo[3.1.1]heptan-2-yl)methyl)-5-methyl-4-(4,4,5,5-tetramethyl-1,3,2-dioxaborolan-2-yl)-1H-pyrazole CC1([C@@H]2CC[C@H]([C@H]1C2)CN2N=CC(=C2C)B2OC(C(O2)(C)C)(C)C)C